1-[(3R,4S)-4-(3-[2-[4-amino-5-(3-chloro-2-methoxyphenyl)-7-methyl-7H-pyrrolo[2,3-d]pyrimidin-6-yl]ethynyl]azetidin-1-yl)-3-hydroxypiperidin-1-yl]prop-2-en-1-one NC=1C2=C(N=CN1)N(C(=C2C2=C(C(=CC=C2)Cl)OC)C#CC2CN(C2)[C@@H]2[C@@H](CN(CC2)C(C=C)=O)O)C